benzyl (3aR,4S,5S,6aR)-5-azido-2-carbamimidoyl-4-(3-(4,4,5,5-tetramethyl-1,3,2-dioxaborolan-2-yl)propyl)octahydrocyclopenta[c]pyrrole-5-carboxylate N(=[N+]=[N-])[C@@]1([C@H]([C@H]2[C@H](CN(C2)C(N)=N)C1)CCCB1OC(C(O1)(C)C)(C)C)C(=O)OCC1=CC=CC=C1